2-chloro-N-(2,2-difluorobutyl)-3-fluoro-5-nitrobenzamide ClC1=C(C(=O)NCC(CC)(F)F)C=C(C=C1F)[N+](=O)[O-]